(S)-6-((5-(1-amino-1,3-dihydrospiro[indene-2,4'-piperidin]-1'-yl)pyrazin-2-yl)thio)-5-chloro-3-(2-hydroxy-2-methylpropyl)quinazolin-4(3H)-one N[C@@H]1C2=CC=CC=C2CC12CCN(CC2)C=2N=CC(=NC2)SC=2C(=C1C(N(C=NC1=CC2)CC(C)(C)O)=O)Cl